C(C)[Si](OC(C)CC)(C)CC di(ethyl)methyl-(sec-butoxy)silane